N[C@H](C)C1=CC(=CC=2C(N3C(=NC12)C1=CC(=CC=C1C3)Cl)=O)C (R)-6-(1-aminoethyl)-3-chloro-8-methylisoindolo[1,2-b]quinazolin-10(12H)-one